C(C)(C)(C)OC(=O)N1CC(OCC1CNC(=O)OC(C)(C)C)CC(=O)O [4-(tert-butoxycarbonyl)-5-{[(tert-butoxycarbonyl)amino]methyl}morpholin-2-yl]acetic acid